C(C)(C)(C)N(C(O)=O)C1C(C(CCC1)O)N.ClC1=CC=C(C=C1)CC(=O)NN1C(C2=CC=CC=C2C(=N1)C1=CC=C(C=C1)C(C)C)=O 2-(4-chlorophenyl)-N-[4-(4-isopropylphenyl)-1-oxophthalazin-2(1H)-yl]acetamide tert-butyl-(2-amino-3-hydroxycyclohexyl)carbamate